methyl 5-cyano-4-(cyclobutylmethyl)-2-methylbenzoate C(#N)C=1C(=CC(=C(C(=O)OC)C1)C)CC1CCC1